FC1=C(C=CC(=C1)C1=CC=CC=C1)[N+](=O)[O-] 2-fluoro-1-nitro-4-phenyl-benzene